1-((1R,5R,6s)-6-(((6-(1-methyl-1H-pyrazol-4-yl)pyrazolo[1,5-a]pyrazin-4-yl)oxy)methyl)-3-azabicyclo[3.1.0]hexan-3-yl)prop-2-en-1-one CN1N=CC(=C1)C=1N=C(C=2N(C1)N=CC2)OCC2[C@@H]1CN(C[C@@H]21)C(C=C)=O